FC(S(=O)(=O)OC1=C2C=NN(C2=CC2=C1C(=C(S2)F)C#C[Si](C(C)C)(C(C)C)C(C)C)COCC[Si](C)(C)C)(F)F 6-fluoro-5-((triisopropylsilyl)ethynyl)-1-((2-(trimethylsilyl)ethoxy)methyl)-1H-thieno[3,2-f]indazol-4-yl trifluoromethanesulfonate